N-((1,2,3,5,6,7-Hexahydro-s-indacen-4-yl)carbamoyl)-1-(methylsulfonyl)piperidine-4-sulfonamide, potassium salt [K].C1CCC2=C(C=3CCCC3C=C12)NC(=O)NS(=O)(=O)C1CCN(CC1)S(=O)(=O)C